C(CCC)C1N\C(\C2=CC=C(C=C12)Cl)=N/O (Z)-3-n-butyl-5-chloroisoindolin-1-one oxime